F[C@]12[C@H](N[C@H](C1)C=1C=3N(C=CC1)C(=C(N3)C#CCNC3=C(C=C(C=C3)S(=O)(=O)C)OC)CC(F)(F)F)CN(C2)C N-(3-(8-((2R,3aR,6aR)-3a-fluoro-5-methyloctahydropyrrolo[3,4-b]pyrrol-2-yl)-3-(2,2,2-trifluoroethyl)imidazo[1,2-a]pyridin-2-yl)prop-2-yn-1-yl)-2-methoxy-4-(methylsulfonyl)aniline